(R)-2-(2-Fluoro-5-isopropyl-8-oxothieno[2',3':4,5]pyrrolo[1,2-d][1,2,4]triazin-7(8H)-yl)-N-(2-hydroxypropyl)acetamid FC1=CC2=C(C=C3N2C(=NN(C3=O)CC(=O)NC[C@@H](C)O)C(C)C)S1